N-((4-chlorophenyl)(pyrimidin-2-yl)methyl)-2-oxo-6-(trifluoromethyl)-1,2-dihydropyridine-3-carboxamide ClC1=CC=C(C=C1)C(NC(=O)C=1C(NC(=CC1)C(F)(F)F)=O)C1=NC=CC=N1